C(C)(C)C1=NC=C(C(=O)NC(C)C2=CC=C(C=C2)NC(OCC2=CC=C(C=C2)Cl)=O)C=C1 4-chlorobenzyl (4-(1-(6-isopropylnicotinamido)ethyl)phenyl)carbamate